ClC=1C=C(C=CC1C1=NN(C(N1)=O)CO)NC(=O)C=1C=NN(C1C(F)(F)F)C1=C2C=CC=NC2=CC=C1 N-(3-Chloro-4-(1-(hydroxymethyl)-5-oxo-4,5-dihydro-1H-1,2,4-triazol-3-yl)phenyl)-1-(quinolin-5-yl)-5-(trifluoromethyl)-1H-pyrazole-4-carboxamide